3,5-dimethylpyrazole-1-methanol CC1=NN(C(=C1)C)CO